5-(cyclohexyloxy)-2-methylaniline C1(CCCCC1)OC=1C=CC(=C(N)C1)C